cyano-3-(2-methoxy-4-((2-methyl-[1,1'-biphenyl]-3-yl)methoxy)phenyl)acrylamide C(#N)C(C(=O)N)=CC1=C(C=C(C=C1)OCC=1C(=C(C=CC1)C1=CC=CC=C1)C)OC